1-(4-(trifluoromethoxy)phenyl)-1H-indol-5-amine FC(OC1=CC=C(C=C1)N1C=CC2=CC(=CC=C12)N)(F)F